N1CC2(C3=CC=CC=C13)COCC2 Spiro[tetrahydrofuran-3,3'-indoline]